bis(2-hydroxyethyl)amine dinitrate [N+](=O)(O)[O-].[N+](=O)(O)[O-].OCCNCCO